N1C=CC=C1S(=O)(=O)N Azole-5-sulfonamide